(aminomethyl)-2-methylpiperidine-1-carboxylic acid benzyl ester C(C1=CC=CC=C1)OC(=O)N1C(CCCC1)(C)CN